[Si](C)(C)(C(C)(C)C)OCC1C(CC=2C=NNC2C1)C 6-(((tert-butyldimethylsilyl)oxy)methyl)-5-methyl-4,5,6,7-tetrahydro-1H-indazole